tert-butyl 4-(7-chloro-4-oxopyrido[4,3-d]pyrimidin-3(4H)-yl)piperidine-1-carboxylate ClC1=CC=2N=CN(C(C2C=N1)=O)C1CCN(CC1)C(=O)OC(C)(C)C